methoxymethyl 3-chloro-4-hydroxy-2-(methoxymethoxy)-5,6-dimethylbenzoate ClC=1C(=C(C(=O)OCOC)C(=C(C1O)C)C)OCOC